FC1=C(C(=C(C(=C1)C=C)[N+](=O)[O-])F)C(F)(F)F 1,3-difluoro-4-nitro-2-(trifluoromethyl)-5-vinylbenzene